2-(3-methyl-2-oxo-1,3-benzoxazol-6-yl)-N-(4-phenylbutyl)piperazine-1-carboxamide CN1C(OC2=C1C=CC(=C2)C2N(CCNC2)C(=O)NCCCCC2=CC=CC=C2)=O